COC=1C=C(C=CC1OCCN1CCC(CC1)C)CNC 1-(3-methoxy-4-(2-(4-Methylpiperidin-1-yl)ethoxy)phenyl)-N-methylmethylamine